[Cl-].[Na+].S(=O)(=O)(O)O.OC1[C@H](N)[C@@H](O)[C@H](O)[C@H](O1)CO D-glucosamine sulfate sodium chloride salt